pyrrolidine-1,3,4-tricarboxylic acid O1-tert-butyl ester C(C)(C)(C)OC(=O)N1CC(C(C1)C(=O)O)C(=O)O